NC1=CC(C(NC1=NC=1C(=NN2C1C=CC(=C2C)C)OC(C)(C)C)=NC=2C(=NN1C2C=CC(=C1C)C)OC(C)(C)C)=N N,N'-(5-Amino-3-iminopyridin-2,6(1H,3H)-diyliden)bis(2-tert-butoxy-6,7-dimethylpyrazolo[1,5-a]pyridin-3-amin)